4-(8-(1-propenylpyrrolidin-3-yl)quinazolin-5-yl)-N-(pyridin-2-yl)benzamide C(=CC)N1CC(CC1)C=1C=CC(=C2C=NC=NC12)C1=CC=C(C(=O)NC2=NC=CC=C2)C=C1